C(CC)S(=O)(=O)NCC1=CC=C(C=C1)C1=C2C(=NC(=C1)NC(=O)C1CC1)NC=C2 N-(4-(4-(propylsulfonylaminomethyl)phenyl)-1H-pyrrolo[2,3-b]pyridin-6-yl)cyclopropylcarboxamide